8-hydroxy-7-iodoquinoline-5-sulfonic acid OC1=C(C=C(C=2C=CC=NC12)S(=O)(=O)O)I